N-[1-[4-[3-chloro-4-(cyclopropylmethoxy)-2-fluoro-anilino]pyrido[3,2-d]pyrimidin-6-yl]azetidin-3-yl]prop-2-enamide ClC=1C(=C(NC=2C3=C(N=CN2)C=CC(=N3)N3CC(C3)NC(C=C)=O)C=CC1OCC1CC1)F